C(C)(C)(C)OC(=O)N(C=1SC(=C(N1)C(=O)OCC)CC(CO[Si](C(C)C)(C(C)C)C(C)C)OC)C ethyl 2-{[(tert-butoxy)carbonyl](methyl)amino}-5-(2-methoxy-3-{[tris(propan-2-yl)silyl]oxy}propyl)-1,3-thiazole-4-carboxylate